7-(8-Ethynyl-5-fluoronaphthalen-1-yl)-8-fluoro-2-(((2R,7aS)-2-fluorotetrahydro-1H-pyrrolizin-7a(5H)-yl)methoxy)-4-(piperazin-1-yl)pyrido[4,3-d]pyrimidine C(#C)C=1C=CC(=C2C=CC=C(C12)C1=C(C=2N=C(N=C(C2C=N1)N1CCNCC1)OC[C@]12CCCN2C[C@@H](C1)F)F)F